N-(2-((R)-4-Cyanothiazolidin-3-yl)-2-oxoethyl)-6-((2R,5R)-2,5-dimethylmorpholino)quinoline-4-carboxamide C(#N)[C@H]1N(CSC1)C(CNC(=O)C1=CC=NC2=CC=C(C=C12)N1C[C@H](OC[C@H]1C)C)=O